4H-benzopyran-2-carboxylic acid O1C(=CCC2=C1C=CC=C2)C(=O)O